N-(2-aminoethyl)-oleamide NCCNC(CCCCCCC\C=C/CCCCCCCC)=O